[N-]=[N+]=[N-].C(C)(=O)O[C@H]1[C@H](O)O[C@@H]([C@H]([C@@H]1OC(C)=O)OC(C)=O)COS(=O)(=O)C1=CC=C(C)C=C1 2,3,4-tri-O-acetyl-6-O-tosyl-beta-D-glucopyranose azide